C1(CC1)C=1N=CN(C1)C1=C(C=C2CN(C(C2=C1)=O)C1=NC(=CC=C1)C1=NN=CN1C(C)C)N1CCOCC1 6-(4-cyclopropyl-1H-imidazol-1-yl)-2-(6-(4-isopropyl-4H-1,2,4-triazol-3-yl)pyridin-2-yl)-5-morpholinoisoindolin-1-one